benzyl 4-(2-(tert-butoxycarbonyl)hydrazine-1-carbonyl)piperazine-1-carboxylate C(C)(C)(C)OC(=O)NNC(=O)N1CCN(CC1)C(=O)OCC1=CC=CC=C1